C(C)(C)(C)OC(=O)N1CCC(=CC1)C=1C(=C2CCN(C2=CC1F)C(=O)OCC1=CC=CC=C1)F benzyl 5-(1-tert-butoxycarbonyl-3,6-dihydro-2H-pyridin-4-yl)-4,6-difluoro-indoline-1-carboxylate